C1N(CCC2=CC=CC=C12)C[C@H](CN1CCOC2=C(C1=O)C=CC(=C2)OC2CCOCC2)O 4-[(2R)-3-(3,4-dihydro-1H-isoquinolin-2-yl)-2-hydroxy-propyl]-8-tetrahydropyran-4-yloxy-2,3-Dihydro-1,4-benzoxazepine-5-one